O1COC2=C1C=CC=C2COC2=NN=C(S2)NC(=O)C2=C(C=NC=C2)C2=C(C=CC=C2)OC N-(5-(benzo[d][1,3]dioxol-4-ylmethoxy)-1,3,4-thiadiazol-2-yl)-3-(2-methoxyphenyl)pyridine-4-carboxamide